1-{5-cyclopropyl-2-[(propan-2-yl)oxy]pyridin-3-yl}-N-(2-methylquinoline-5-sulfonyl)cyclopropane-1-carboxamide C1(CC1)C=1C=C(C(=NC1)OC(C)C)C1(CC1)C(=O)NS(=O)(=O)C=1C=2C=CC(=NC2C=CC1)C